CNC(OCC=1N=C(SC1CC1=CC(=CC=C1)Cl)NC(COCC1=CC=CC=C1)=O)=O (2-(2-(benzyloxy)acetamido)-5-(3-chlorobenzyl)thiazol-4-yl)methyl methylcarbamate